styreneglycidyl ether C(=CC1=CC=CC=C1)C1C(COCC2C(O2)C=CC2=CC=CC=C2)O1